C([C@H](O)C)(=O)OC methyl (R)-lactate